CC(C[C@@H](C(=O)NC=1C=NC(=CC1)N1CCOCC1)NS(=O)(=O)C1=CC=C(C=C1)C)C (S)-4-methyl-2-(4-methylphenyl-sulphonamido)-N-(6-morpholinopyridin-3-yl)pentanamide